N-methyl-D-meglumine CN(C)C[C@H](O)[C@@H](O)[C@H](O)[C@H](O)CO